C(#C)C1=CN=C(S1)NC(/C=C/C(=O)OCC)=O (E)-ethyl 4-((5-ethynylthiazol-2-yl)amino)-4-oxobut-2-enoate